(3-(imidazo[1,2-a]pyrimidin-6-yl)-1H-pyrrolo[2,3-b]pyridin-5-yl)(2-methyl-5,6-dihydroimidazo[1,2-a]pyrazin-7(8H)-yl)methanone N=1C=CN2C1N=CC(=C2)C2=CNC1=NC=C(C=C12)C(=O)N1CC=2N(CC1)C=C(N2)C